3-bromo-N-Bocaniline BrC=1C=C(NC(=O)OC(C)(C)C)C=CC1